N1(C=NC=C1)C=1C=NC2=CC=C(C=C2N1)C(=O)C=1C=C(C=CC1F)NC(=O)NC1=CC(=C(C=C1)Cl)C(F)(F)F 1-(3-(3-(1H-imidazol-1-yl)quinoxaline-6-carbonyl)-4-fluorophenyl)-3-(4-chloro-3-(trifluoromethyl)phenyl)urea